dihydro-1-β-D-ribofuranosyl-3-pyridinecarboxamide [C@@H]1([C@H](O)[C@H](O)[C@H](O1)CO)N1CC(CC=C1)C(=O)N